tert-butyl N-[3-methyl-5-[[2-[(2S,5R)-5-methyl-2-Thiazolo[5,4-b]pyridin-6-Yl-1-piperidyl]-2-oxo-acetyl]amino]-2-pyridyl]carbamate CC=1C(=NC=C(C1)NC(C(=O)N1[C@@H](CC[C@H](C1)C)C=1C=C2C(=NC1)SC=N2)=O)NC(OC(C)(C)C)=O